4-(5-cyclopropyl-1H-pyrazol-3-yl)quinazoline-2,4-diamine C1(CC1)C1=CC(=NN1)C1(NC(=NC2=CC=CC=C12)N)N